(2S)-1-(9H-fluoren-9-ylmethoxycarbonyl)pyrrolidin-2-carboxylic acid C1=CC=CC=2C3=CC=CC=C3C(C12)COC(=O)N1[C@@H](CCC1)C(=O)O